methyl 4-[(1E)-3-tert-butoxy-3-oxoprop-1-en-1-yl]-6-(hydroxymethyl)pyridine-2-carboxylate C(C)(C)(C)OC(/C=C/C1=CC(=NC(=C1)CO)C(=O)OC)=O